(R)-4-((1-(3-(1,1-difluoro-2-hydroxyethyl)-2-fluorophenyl)ethyl)amino)-6-ethyl-2-methyl-6H-[1,4]oxazine FC(CO)(F)C=1C(=C(C=CC1)C(C)NN1C=C(O[C@@H](C1)CC)C)F